ClC=1C=NC=C(C1[C@@H](C)OC=1C=C2C(=NNC2=CC1)C=1C=C(C(=NC1)OC)NC(=O)N1CCOCC1)Cl (R)-N-(5-(5-(1-(3,5-Dichloropyridin-4-yl)ethoxy)-1H-indazol-3-yl)-2-methoxypyridin-3-yl)morpholine-4-carboxamide